N-((4-(2-chloro-4-fluorophenyl)-2-oxo-2H-chromen-7-yl)methyl)-N-methylpiperidine-1-carboxamide ClC1=C(C=CC(=C1)F)C1=CC(OC2=CC(=CC=C12)CN(C(=O)N1CCCCC1)C)=O